NC1=C(C#N)C(=CC(=C1)S(=O)(=O)C)N1CCC2(CC2)CC1 2-amino-4-(methylsulfonyl)-6-(6-azaspiro[2.5]oct-6-yl)benzonitrile